O-(1,3-dimethyl-6-nitro-2-oxo-2,3-dihydro-1H-benzo[d]imidazol-5-yl)-N-trityl-L-serine methyl ester COC([C@@H](NC(C1=CC=CC=C1)(C1=CC=CC=C1)C1=CC=CC=C1)COC1=CC2=C(N(C(N2C)=O)C)C=C1[N+](=O)[O-])=O